butylene glycol monovinyl monoglycidyl ether C(C1CO1)OCCCCOC=C